tert-Butyl (4-bromo-6,7-difluoro-5-hydroxynaphthalen-2-yl)carbamate BrC1=CC(=CC2=CC(=C(C(=C12)O)F)F)NC(OC(C)(C)C)=O